tert-butyl (S)-(1-(hydroxyimino)-4-methylpentan-2-yl)carbamate ON=C[C@H](CC(C)C)NC(OC(C)(C)C)=O